butanetetracarboxylic acid potassium salt [K+].C(C(CC)C(=O)[O-])(C(=O)[O-])(C(=O)[O-])C(=O)[O-].[K+].[K+].[K+]